CN1C(C(N(CC1)CCC1=CC=C(C=C1)Br)C)=O 1,3-dimethyl-4-(4-bromophenylethyl)piperazin-2-one